ethyl 2-(4-(2,2-difluoropropoxy)-3-isopropyl-6-oxopyridazin-1(6H)-yl)acetate FC(COC=1C(=NN(C(C1)=O)CC(=O)OCC)C(C)C)(C)F